C\C(=C/COC1C[C@H]([C@@H]([C@H](O1)CO)O)O)\CCC=C(C)C (2R,3S,4R)-6-(((E)-3,7-dimethyloct-2,6-dien-1-yl)oxy)-2-(hydroxymethyl)tetrahydro-2H-pyran-3,4-diol